COC1=C(C(=CC(=C1)C)OC)NC=1C=C2N(CCC3=CC(=C(C=C23)OC)OC)C(N1)=O 2-[(2,6-dimethoxy-4-methylphenyl)amino]-9,10-dimethoxy-6h,7h-pyrimido[4,3-a]isoquinolin-4-one